Monochlorovinyl acetate C(C)(=O)OC=CCl